ClC=1C=C(C=CC1Cl)CN1CCC(CC1)NC(CCC1=NN=C2N1N=C(C=C2)N2CCN(CC2)C)=O N-{1-[(3,4-dichlorophenyl)methyl]piperidin-4-yl}-3-[6-(4-methylpiperazin-1-yl)-[1,2,4]triazolo[4,3-b]pyridazin-3-yl]propanamide